C(C)(=O)OCCC(C1=C(C=CC=C1)C)=O 2-methylbenzoyl-ethyl acetate